ClC1=C(C=C(C(=C1)F)N1C(N(C(N(C1=O)C)=S)C)=O)C1=NOC(CC1)(C(=O)O)C 3-(2-chloro-5-(3,5-dimethyl-2,6-dioxo-4-thioxo-1,3,5-triazin-1-yl)-4-fluorophenyl)-6-methyl-5,6-dihydro-4H-1,2-oxazine-6-carboxylic acid